C(C)OC=1C=C(C=CC1)C1=C(C=C(C=C1)C1=NC2=CC=C(C=C2C(=C1)C(=O)O)F)OC 2-(3'-ethoxy-2-methoxy-[1,1'-biphenyl]-4-yl)-6-fluoroquinoline-4-carboxylic acid